COC1=CC=C(CN(C=2N=CN(C(C2C(=O)OC)=O)C2=C(C=C(C=C2C)F)Cl)CC2=CC=C(C=C2)OC)C=C1 methyl 4-(bis(4-methoxybenzyl)amino)-1-(2-chloro-4-fluoro-6-methylphenyl)-6-oxo-1,6-dihydropyrimidine-5-carboxylate